COC1=C(C=CC=C1C=1C=NN(C1)[C@H]1C(N[C@H](CC1)COC)=O)C1=NN(C2=CN=C(C=C21)NC(=O)C2CC2)C N-(3-(2-methoxy-3-(1-((3R,6R)-6-(methoxymethyl)-2-oxopiperidin-3-yl)-1H-pyrazol-4-yl)phenyl)-1-methyl-1H-pyrazolo[3,4-c]pyridin-5-yl)cyclopropanecarboxamide